(11aR,12aS)-2-fluoro-12,12-dimethyl-11,11a,12,12a-tetrahydro-3H-benzo[5,6][1,2]thiazino[2,3-a]indole 5,5-dioxide FC=1CC=C2[C@H](C([C@@H]3N(C=4C=CC=CC4C3)S2(=O)=O)(C)C)C1